N-isopropylpyridin-2-amine C(C)(C)NC1=NC=CC=C1